C1(C=CC(N1CCCC(=O)ON1C(CCC1=O)=O)=O)=O N-[γ-maleimidobutyryl-oxy]succinimide